2,3-dihydrobenzofuran-6-carboxamide O1CCC2=C1C=C(C=C2)C(=O)N